(R)-N-(2,6-dimethylpyrimidin-4-yl)-5-[2-methyl-5-[(3-methyltetrahydrofuran-3-yl)methoxy]-4-pyridyl]pyrazolo[1,5-a]pyridin-2-amine CC1=NC(=CC(=N1)NC1=NN2C(C=C(C=C2)C2=CC(=NC=C2OC[C@]2(COCC2)C)C)=C1)C